2-(diethoxyphosphoryl)-2-hydroxyacetic acid ethyl ester C(C)OC(C(O)P(=O)(OCC)OCC)=O